NC=1N=C(C2=C(N1)C1=C(N=C2)N(C=C1)CC1=CC(=C(C=C1)C=1C(=CC=CC1)C#N)F)N 4'-((2,4-diamino-7H-pyrrolo[3',2':5,6]pyrido[4,3-d]pyrimidin-7-yl)methyl)-2'-fluoro-[1,1'-biphenyl]-2-carbonitrile